aminotrismethyl-phosphonic acid NCP(OC)(OC)=O